Methyl 5-(hydroxysulfamoyl)-1-methyl-1H-pyrrole-2-carboxylate ONS(=O)(=O)C1=CC=C(N1C)C(=O)OC